C1=CC=CC=C1C(=O)OOC(C)(C)C Tertiary butyl perbenzoate